C1(=CC=CC=C1)C(C(=O)O)C1=CC=CC=C1.C1(=CC=CC=C1)C(C(=O)O)C1=CC=CC=C1 diphenylacetate (DIPHENYL ACETATE)